(2S,4R)-4-hydroxy-1-[(2R)-3-methyl-2-[3-(4-piperidyl-oxy)isoxazol-5-yl]butanoyl]-N-[(1S)-1-[4-(4-methylthiazol-5-yl)phenyl]ethyl]pyrrolidine-2-carboxamide O[C@@H]1C[C@H](N(C1)C([C@H](C(C)C)C1=CC(=NO1)OC1CCNCC1)=O)C(=O)N[C@@H](C)C1=CC=C(C=C1)C1=C(N=CS1)C